CN(C1=NC=CC=C1CNC1=NC(=NC=C1C(F)(F)F)NC1=CC=C(C=C1)S(=O)(=O)N)S(=O)(=O)C 4-({4-[({2-[methyl(methylsulfonyl)amino]pyridin-3-yl}methyl)amino]-5-(trifluoromethyl)pyrimidin-2-yl}amino)benzenesulfonamide